ClC=1C=C(C=CC1C(F)(F)F)NC(=O)N1C2CC3=C(C=NC=C3)C1CC2 (5S,8R)-N-(3-chloro-4-(trifluoromethyl)phenyl)-6,7,8,9-tetrahydro-5H-6,9-epimino-cyclohepta[c]pyridine-10-carboxamide